5-(4-methoxyphenyl)-2-[[4-[5-(trifluoromethyl)-1,2,4-oxadiazol-3-yl]phenyl]methyl]pyrazole-3-carbaldehyde COC1=CC=C(C=C1)C=1C=C(N(N1)CC1=CC=C(C=C1)C1=NOC(=N1)C(F)(F)F)C=O